C(C1=CC=CC=C1)[C@@H]1N(CC[C@H]1OC)C1=CC(=CC(N1)=O)N1CCOCC1 6-((2S,3R)-2-benzyl-3-methoxypyrrolidin-1-yl)-4-morpholinopyridin-2(1H)-one